NC1=C(C(=CC=C1)F)C=1C(=CC2=C(N(S(N=C2N2C[C@H](N(C[C@@H]2C)C(C=C)=O)C)(=O)=O)C2=C(C=CC=C2)C(C)(C)C)N1)Cl 1-((2R,5S)-4-(7-(2-amino-6-fluorophenyl)-1-(2-(tert-butyl)phenyl)-6-chloro-2,2-dioxido-1H-pyrido[2,3-c][1,2,6]thiadiazin-4-yl)-2,5-dimethylpiperazin-1-yl)prop-2-en-1-one